ClC1=CC=C2C(=CC=NC2=C1)NC(CCCN(CCO)CC1=CC=C(C=C1)S(=O)(=O)C)C 2-((4-((7-Chloroquinolin-4-yl)amino)pentyl)(4-(methylsulfonyl)benzyl)amino)ethan-1-ol